FC(C=1C(=C(C=O)C=C(C1)C(F)(F)F)C#C[Si](C)(C)C)(F)F 3,5-Bis(trifluoromethyl)-2-(2-trimethylsilylethynyl)benzaldehyde